(2R,8aR)-7-(aminomethyl)-2-(2,3-dichloro-6-methoxyphenyl)-hexahydro-1H-indolizin-5-one NCC1CC(N2C[C@H](C[C@H]2C1)C1=C(C(=CC=C1OC)Cl)Cl)=O